dodecyl methacrylate (Dodecyl Prop-2-enoate) C(CCCCCCCCCCC)C(C(=O)O)=C.C(C(=C)C)(=O)OCCCCCCCCCCCC